((1R,3S)-3-((2-(trifluoromethyl)quinolin-4-yl)amino)cyclohexyl)benzamide FC(C1=NC2=CC=CC=C2C(=C1)N[C@@H]1C[C@@H](CCC1)C1=C(C(=O)N)C=CC=C1)(F)F